2-[4-(4-cyclopropylimidazol-1-yl)phenyl]pyrimidin-4-amine C1(CC1)C=1N=CN(C1)C1=CC=C(C=C1)C1=NC=CC(=N1)N